O1CC(NCC12CCNCC2)=O 1-oxa-4,9-diazaspiro[5.5]undecan-3-one